ClC1=NC(=NC=C1)NC1=CC=C(C=C1)OC1CC(C1)N(C)C 4-chloro-N-(4-((1r,3r)-3-(dimethylamino)cyclobutoxy)phenyl)pyrimidin-2-amine